ClC1=NC(=NC=C1)CCl 4-chloro-2-(chloromethyl)pyrimidine